COCCOC1=C(C=CC=C1)C=1N=C(SC1)C1=C(C(=O)N)C=CC=C1 [4-[2-(2-methoxyethoxy)phenyl]thiazol-2-yl]benzamide